5-cyclopropyl-3-(2,6-dichlorophenyl)isoxazole-4-carboxylic acid (1R,4R,5S)-2-azabicyclo[2.2.1]heptane-5-yl ester HCl salt Cl.[C@H]12NC[C@H]([C@H](C1)OC(=O)C=1C(=NOC1C1CC1)C1=C(C=CC=C1Cl)Cl)C2